ClC=1C=CC(=C(C1)C1=NN(C=C1NC(=O)C1=CN=C2N1N=CC=C2)CC(=O)N2CCC(CC2)N2CCOCC2)OC(F)F N-[3-[5-chloro-2-(difluoromethoxy)phenyl]-1-[2-[4-(morpholin-4-yl)piperidin-1-yl]-2-oxoethyl]-1H-pyrazol-4-yl]imidazo[1,2-b]pyridazine-3-carboxamide